Glycine-N-methylamide hydrochloride Cl.CNC(CN)=O